oxygen sulfur [S].[O]